(R)-3-(hydroxymethyl)-2-azabicyclo[2.2.1]heptane-2-carboxylate OCC1N([C@@H]2CCC1C2)C(=O)[O-]